C1(CC1)C1=C(C(=NO1)C1=C(C=CC=C1Cl)Cl)COC1CC2(C1)[C@@H]1CN(C[C@H]2CCC1)C1=CC2=C(C(=NS2)C(=O)O)C=C1 6-{(1R,5S)-3'-[(5-cyclopropyl-3-(2,6-dichlorophenyl)isoxazol-4-yl)methoxy]-3-azaspiro[bicyclo[3.3.1]nonan-9,1'-cyclobutane]-3-yl}benzo[d]isothiazole-3-carboxylic acid